N=C=C=C iminoallene